FC1=C(C(=O)O)C=CC=C1N(C(=O)C1=CC=CC=C1)C 2-fluoro-3-[(methyl)(phenylcarbonyl)amino]benzoic acid